COC1=CC=C(C=C1)C1=CC(=NC=C1)C(=O)NC=1C=C(CN2C[C@H](CCC2)NC(OC(C)(C)C)=O)C=C(C1)N1C=NC(=C1)C tert-butyl (S)-(1-(3-(4-(4-methoxyphenyl)picolinamido)-5-(4-methyl-1H-imidazol-1-yl)benzyl)piperidin-3-yl)carbamate